FC(OC1=C(C=C(C=C1)OC1=CC(=CC=C1)[C@@H]1NCCOC1)C1=NN(C=C1NC(=O)C=1C=NN2C1N=CC=C2)C)F |r| N-[3-[2-(difluoromethoxy)-5-[3-[rac-(3S)-morpholin-3-yl]phenoxy]phenyl]-1-methyl-pyrazol-4-yl]pyrazolo[1,5-a]pyrimidine-3-carboxamide